hafnium-tantalum [Ta].[Hf]